CC(C)(C#C)N 2-methyl-3-butyne-2-amine